((R)-2-Bromobutanamido)-3-((((S)-oxetan-2-yl)methyl)amino)benzoate Br[C@@H](C(=O)NC1=C(C(=O)[O-])C=CC=C1NC[C@H]1OCC1)CC